((R)-1-cyclohexyl-2-(((R)-1-(methylamino)-1-oxo-5-phenylpentan-2-yl)amino)-2-oxoethyl)pyridineamide C1(CCCCC1)[C@@H](C(=O)N[C@@H](C(=O)NC)CCCC1=CC=CC=C1)C=1C(=NC=CC1)C(=O)N